1,1-dideutero-1-nitro-pentan-2-ol [2H]C(C(CCC)O)([N+](=O)[O-])[2H]